tert-butyl (3S,4R)-3-amino-4-(tetradecylcarbamoyl)pyrrolidine-1-carboxylate N[C@@H]1CN(C[C@H]1C(NCCCCCCCCCCCCCC)=O)C(=O)OC(C)(C)C